4-((4,6-dimethyl-3-nitropyridin-2-yl)amino)benzyl acetate C(C)(=O)OCC1=CC=C(C=C1)NC1=NC(=CC(=C1[N+](=O)[O-])C)C